8-((2R,3S)-3-(2-Aminoethoxy)-2-methylazetidin-1-yl)-N-(2-((3S,4R)-3-Fluoro-4-methoxypiperidin-1-yl)pyrimidin-4-yl)-5-isopropyl-2,7-naphthyridin-3-amine NCCO[C@@H]1[C@H](N(C1)C=1N=CC(=C2C=C(N=CC12)NC1=NC(=NC=C1)N1C[C@@H]([C@@H](CC1)OC)F)C(C)C)C